IC1=C(C(=CC(=C1C(=O)Cl)I)I)C(=O)Cl 2,4,6-triiodo-1,3-benzenedicarboxylic acid dichloride